2-(4-methylbenzyl)-1,3-dioxolane CC1=CC=C(CC2OCCO2)C=C1